2-Acetoxyacetic acid ammonium salt [NH4+].C(C)(=O)OCC(=O)[O-]